tert-Butyl 4-(2-methyl-1H-pyrrolo[2,3-c]pyridine-3-carbonyl)piperidine-1-carboxylate CC1=C(C=2C(=CN=CC2)N1)C(=O)C1CCN(CC1)C(=O)OC(C)(C)C